di-n-propylaluminium ethoxide [O-]CC.C(CC)[Al+]CCC